3-amino-7,8-dihydro-6H-cyclopenta[g]quinoline-2-carboxylic acid ethyl ester C(C)OC(=O)C1=NC2=CC3=C(C=C2C=C1N)CCC3